CC1=C(C(=O)Cl)C=CC(=N1)C(F)(F)F 2-methyl-6-(trifluoromethyl)nicotinoyl chloride